C12CN(CC(CC1)O2)C(=O)OC2=CC=C(C=C2)[N+](=O)[O-] (4-nitrophenyl) 8-oxa-3-azabicyclo[3.2.1]octane-3-carboxylate